5-(2-chloro-5-(hydroxymethyl)pyridin-3-yl)-2-((4-methyl-1H-indol-2-yl)methyl)-7-((2-(methylamino)-1H-imidazol-1-yl)methyl)isoquinolin-1(2H)-one ClC1=NC=C(C=C1C1=C2C=CN(C(C2=CC(=C1)CN1C(=NC=C1)NC)=O)CC=1NC2=CC=CC(=C2C1)C)CO